3-((6-(2,4-dimethoxypyrimidin-5-yl)-[1,2,4]triazolo[1,5-b]pyridazin-8-yl)oxy)-2,2-difluoropropyl (2,2,2-trifluoroethyl)carbamate FC(CNC(OCC(COC=1C=2N(N=C(C1)C=1C(=NC(=NC1)OC)OC)N=CN2)(F)F)=O)(F)F